C(=O)(O)C(CC1=CC=C(C=C1)C=1C(=CC=CC1)C(=O)O)(C=1N=CSC1)OC[C@H]1O[C@H]([C@H]([C@@H]1O)F)N1C2=NC(=NC(=C2N=C1)NCCC)Cl 4'-(2-carboxy-2-(((2R,3R,4S,5R)-5-(2-chloro-6-(propylamino)-9H-purin-9-yl)-4-fluoro-3-hydroxytetrahydrofuran-2-yl)methoxy)-2-(thiazol-4-yl)ethyl)-[1,1'-biphenyl]-2-carboxylic acid